5-bromo-2-(3-(dimethylamino)propyl)isoindolin-1-one BrC=1C=C2CN(C(C2=CC1)=O)CCCN(C)C